Pentadecenolide C1(C=CCCCCCCCCCCCCO1)=O